[N+](=O)([O-])C12C(N=NN=N1)(N=NC2([N+](=O)[O-])[N+](=O)[O-])[N+](=O)[O-] Tetranitropyrazolotetrazine